N-(4-bromo-2-methyl-6-(trifluoromethyl)pyridin-3-yl)-2-(3,3-difluoroazetidin-1-yl)acetamide BrC1=C(C(=NC(=C1)C(F)(F)F)C)NC(CN1CC(C1)(F)F)=O